OC(C1=CC=C(C=C1)OC)C1=C(C#N)C=CC=C1 (hydroxy(4-methoxyphenyl)methyl)benzonitrile